CC1(OB(OC1(C)C)C=1C=NN(C1)CCN)C 2-(4-(4,4,5,5-tetramethyl-1,3,2-dioxaborolan-2-yl)-1H-pyrazol-1-yl)ethan-1-amine